[N+](=O)([O-])C1=CN=C(S1)SC=1SC=C(N1)C1=C(C(=O)NCC#C)C=CC=C1 (2-((5-nitrothiazol-2-yl)thio)thiazol-4-yl)-N-(prop-2-yn-1-yl)benzamide